1,2,3-propanetricarboxylic acid tris(3-sec-butylcyclohexylamide) C(C)(CC)C1CC(CCC1)NC(=O)CC(CC(=O)NC1CC(CCC1)C(C)CC)C(=O)NC1CC(CCC1)C(C)CC